N(C)CC(=O)OC(CCCCCCCCCCCCCCCCC)=O stearoyl sarcosinate